((S)-(2-cyanophenyl)(cyclopropyl)methyl)-2-(2,6-dioxopiperidin-3-yl)-1-oxoisoindoline-5-carboxamide C(#N)C1=C(C=CC=C1)[C@H](C1CC1)C1N(C(C2=CC=C(C=C12)C(=O)N)=O)C1C(NC(CC1)=O)=O